O1C=C(C=C1)C(C(=O)O)C 2-(Furan-3-yl)propionic acid